bis(trifluoromethyl)-[1,1'-biphenyl]-3-thiol FC(F)(F)C1=C(C(=C(C=C1)C1=CC=CC=C1)C(F)(F)F)S